C(C)(=O)N1CCN(CC1)C1=CC(=NC(=C1)NCC1=CC=C(C=C1)OC)C=1C=C2CN(C(C2=CC1)=O)[C@@H](CCC(=O)OC(C)(C)C)C(=O)N tert-butyl (S)-4-(5-(4-(4-acetylpiperazin-yl)-6-((4-methoxybenzyl) amino)pyridin-2-yl)-1-oxoisoindolin-2-yl)-5-amino-5-oxopentanoate